(1R,5S,6r)-6-(((3,5-difluoropyridin-4-yl)oxy)methyl)-3-azabicyclo[3.1.0]-hexane hydrochloride Cl.FC=1C=NC=C(C1OCC1[C@H]2CNC[C@@H]12)F